(S)-3-(1,1,2-trifluoro-1-(4-methyl-4H-1,2,4-triazol-3-yl)propan-2-yl)aniline FC([C@@](C)(F)C=1C=C(N)C=CC1)(C1=NN=CN1C)F